C1(CC1)C1=CC=C(C(=O)NC=2C(N(N(C2C2=C(C=C(C=C2F)OC)F)C)C2=NC=C(C=C2)C2CC2)=O)C=C1 4-cyclopropyl-N-[2-(5-cyclopropylpyridin-2-yl)-5-(2,6-difluoro-4-methoxyphenyl)-1-methyl-3-oxo-2,3-dihydro-1H-pyrazol-4-yl]benzamide